C(#N)C=1C=C2C=CN(C2=C(C1)NC(C)=O)C N-(5-cyano-1-methyl-indol-7-yl)acetamide